ClC=1C2=C(N=C(N1)N1C=NC=C1)N=CS2 7-Chloro-5-(1H-imidazol-1-yl)thiazolo[4,5-d]pyrimidine